C(C)C=1C(=CC=C2C=C(C=C(C12)C1=C(C=C2C(=NC(=NC2=C1F)OCC12CCCN2C\C(\C1)=C/F)O)F)OCOC)F (Z)-7-(8-ethyl-7-fluoro-3-(methoxymethoxy)naphthalen-1-yl)-6,8-difluoro-2-((2-(fluoromethylene)tetrahydro-1H-pyrrolizin-7a(5H)-yl)methoxy)quinazolin-4-ol